(1R)-6-chloro-N-[2,4-difluoro-3-(2-{[1-(pyridin-3-yl)piperidin-4-yl]amino}quinazolin-6-yl)phenyl]-1-hydroxy-2,3-dihydro-1H-indene-4-sulfonamide ClC=1C=C(C=2CC[C@H](C2C1)O)S(=O)(=O)NC1=C(C(=C(C=C1)F)C=1C=C2C=NC(=NC2=CC1)NC1CCN(CC1)C=1C=NC=CC1)F